C1(=CC=CC=C1)C(CC1=C(C=CC=C1)O)C1=C(C=CC=C1)O (1-phenylethylene)-bisphenol